The molecule is a 4,6-dioxohept-2-enedioic acid that is pyruvic acid substituted at position 3 by a fumaryl group. It is a 4,6-dioxohept-2-enedioic acid and a beta-diketone. It derives from a pyruvic acid. It is a conjugate acid of a 3-fumarylpyruvate(2-). C(C(=O)/C=C/C(=O)O)C(=O)C(=O)O